phenothiazine S-oxide C1=CC=CC=2S(C3=CC=CC=C3NC12)=O